5-(tert-butoxymethyloxycarbonyl)-7-oxo-bicyclo[2.2.1]Hept-2-ene C(C)(C)(C)OCOC(=O)C1C2C=CC(C1)C2=O